CCC1=CC=C(C=C1)S(=O)(=O)OC2=C3C(=C(C=C2)N=NC4=CC=C(C=C4)N=NC5=C6C=CC=NC6=C(C=C5)OS(=O)(=O)C7=CC=C(C=C7)CC)C=CC=N3 5,5'-(p-phenylenebisazo)-8-hydroxyquinoline p-ethylbenzenesulfonate